2-(4-(tert-butyl)phenyl)benzofuran-6-carbaldehyde C(C)(C)(C)C1=CC=C(C=C1)C=1OC2=C(C1)C=CC(=C2)C=O